(E)-N-(2-bromo-3-fluorophenyl)-3-ethoxy-N-(2-(methylsulfonyl)ethyl)acrylamide tert-butyl-(3S,5S)-3,5-dimethylpiperazine-1-carboxylate C(C)(C)(C)OC(=O)N1C[C@@H](N[C@H](C1)C)C.BrC1=C(C=CC=C1F)N(C(\C=C\OCC)=O)CCS(=O)(=O)C